2,2-dicyclopentadienyl-propane C1(C=CC=C1)C(C)(C)C1C=CC=C1